(3-(4-(2-ethoxy-1,1-difluoro-2-oxoethyl)benzoyl)phenyl)propionic acid methyl ester COC(C(C)C1=CC(=CC=C1)C(C1=CC=C(C=C1)C(C(=O)OCC)(F)F)=O)=O